C(CCCCCCCCCCCCCCCCC)OC(COCC1=CC=CC=C1)COCCCCCCCCCCCCCCCCCC ((2,3-bis(octadecyloxy)propoxy)methyl)benzene